tridecyl-fluoro-heptyl-ethylene oxide C(CCCCCCCCCCCC)C1C(CCCCCCC)(F)O1